ClC1=C(C(=O)NCC(C2=C(N=CS2)C(F)F)N2CCC(CC2)OC=2C=NC=CC2Cl)C(=CC=C1)F 2-Chloro-N-(2-{4-[(4-chloropyridin-3-yl)oxy]piperidin-1-yl}-2-[4-(difluoromethyl)-1,3-thiazol-5-yl]ethyl)-6-fluorobenzamide